5-(3-(1-((tert-butoxycarbonyl)(methyl)amino)cyclopropyl)azetidin-1-yl)pyrazine-2-carboxylic acid C(C)(C)(C)OC(=O)N(C1(CC1)C1CN(C1)C=1N=CC(=NC1)C(=O)O)C